ClC=1C=C(OC2=C(C=C(C=C2)S(=O)(=O)NC)C=2N=C3N(C2)CCC3)C=CC1 4-(3-chlorophenoxy)-3-(6,7-dihydro-5H-pyrrolo[1,2-a]imidazol-2-yl)-N-methylbenzene-1-sulfonamide